2-chloro-6-((2-methylpyridin-3-yl)amino)-4-(trifluoromethyl)benzonitrile ClC1=C(C#N)C(=CC(=C1)C(F)(F)F)NC=1C(=NC=CC1)C